C1(CC1)COC1CCN(CC1)C=1C(=CC2=C(C(C=3NC4=CC(=CC=C4C3C2=O)C#N)(C)C)C1)CC 8-(4-Cyclopropylmethoxy-piperidine-1-yl)-9-ethyl-6,6-dimethyl-11-oxo-6,11-dihydro-5H-benzo[b]carbazole-3-carbonitrile